ClC=1N=C(N2N=C(N=CC21)N[C@H]2[C@@H](CN(CC2)C(=O)OC(C)(C)C)F)C(C)C(C)C tert-butyl (3R,4R)-4-{[5-chloro-7-(3-methylbutan-2-yl)imidazo[4,3-f][1,2,4]triazin-2-yl]amino}-3-fluoropiperidine-1-carboxylate